2-(2-fluoro-4-methyl-5-(2-(((R)-phenyl((R)-1,2,3,4-tetrahydropyrido[2,3-b]pyrazin-3-yl)methyl)amino)ethyl)phenyl)acetic acid FC1=C(C=C(C(=C1)C)CCN[C@@H]([C@H]1CNC2=C(N1)N=CC=C2)C2=CC=CC=C2)CC(=O)O